2-{4-[2-({[3-fluoro-1-(3-fluoro(2-pyridyl))cyclobutyl]methyl}amino)-4-methylpyrimidin-5-yl]phenyl}acetic acid FC1CC(C1)(C1=NC=CC=C1F)CNC1=NC=C(C(=N1)C)C1=CC=C(C=C1)CC(=O)O